6-((1-(3-(1H-pyrrol-1-yl)butyryl)-4-hydroxypiperidin-4-yl)methyl)-2-methyl-3-(1-(methylamino)-2,3-dihydro-1H-inden-5-yl)-2H-pyrazolo[4,3-d]pyrimidin-7(6H)-one N1(C=CC=C1)C(CC(=O)N1CCC(CC1)(O)CN1C=NC=2C(C1=O)=NN(C2C=2C=C1CCC(C1=CC2)NC)C)C